C(C)(C)(C)OC(=O)N1[C@@H](CN(C[C@@H]1C)C1=C2C=NC(=NC2=C(C=C1)C(NC1=CC2=CN(N=C2C(=C1)F)C)=O)OCCN(C)C)C.C(#C)C1=CC=C(C=C1)C1=CC=C(C=C1)C#C Diacetylenyl-biphenyl tert-butyl-(2R,6S)-4-[2-[2-(dimethylamino)ethoxy]-8-[(7-fluoro-2-methyl-indazol-5-yl)carbamoyl]quinazolin-5-yl]-2,6-dimethyl-piperazine-1-carboxylate